FC[C@@H]1CC[C@@]2(CCCN12)COC(C1=CC=CC=C1)(C1=CC=CC=C1)C1=CC=CC=C1 (3S,7aS)-3-(fluoromethyl)-7a-((trityloxy)methyl)hexahydro-1H-pyrrolizine